N(N)C(=O)C1=C(C=CC=C1)S(=O)(=O)O 2-(hydrazino-carbonyl)-benzenesulfonic acid